(4-(4-(1,2-bis(4-hydroxyphenyl)but-1-en-1-yl)phenyl)piperazin-1-yl)methanol OC1=CC=C(C=C1)C(=C(CC)C1=CC=C(C=C1)O)C1=CC=C(C=C1)N1CCN(CC1)CO